BrC1=CN=C2C(=N1)N=C(O2)N[C@H]2CN(CCC2)CCO 2-[(3R)-3-[(5-bromooxazolo[4,5-b]pyrazin-2-yl)amino]piperidino]ethanol